C(CCCCCCCCCCCC)S n-Tridecanethiol